CN1CCC(CC1)C(=O)NC=1N=CC2=CC=C(C=C2C1)C1=NN(C=C1)C 1-methyl-N-(6-(1-methyl-1H-pyrazol-3-yl)isoquinolin-3-yl)piperidine-4-carboxamide